CC1=CC=C(C=C1)S(=O)(=O)OCCC1CC(C1)OCC1=CC=CC=C1 2-(3-benzyl oxycyclobutyl)ethyl 4-methylbenzenesulfonate